CC1(OB(OC1(C)C)C=1C=CC=C2C=C(N=CC12)C=1C=CC(=NC1)C(=O)OC)C methyl 5-(8-(4,4,5,5-tetramethyl-1,3,2-dioxaborolan-2-yl)isoquinolin-3-yl)picolinate